ethyl 8-fluoro-2-[(3-hydroxyazetidin-1-yl)methyl]-6,7-dihydro-5H-cyclopenta[f][1,3]benzoxazole-6-carboxylate FC1=C2C(=CC=3N=C(OC31)CN3CC(C3)O)CC(C2)C(=O)OCC